FC(C(=O)O)(F)F.N[C@@H]1C[C@H](CCC1)CNC1=NN(C(=C1)C1=CC(=C(C#N)C=C1)F)C1=CC=C(C=C1)N1CCC(CC1)OCC 4-(3-((((1S,3S)-3-aminocyclohexyl)-methyl)amino)-1-(4-(4-ethoxypiperidin-1-yl)phenyl)-1H-pyrazol-5-yl)-2-fluorobenzonitrile 2,2,2-trifluoroacetate